[O-2].[Cr+3].[O-2].[O-2].[Cr+3] chromium Oxide